2,2-dithiobis(benzothiazole) C1=CC=C2C(=C1)N=C(S2)SSC3=NC4=CC=CC=C4S3